2-[5-(3,5-dichlorophenyl)-5-trifluoromethyl-4,5-dihydroisoxazol-3-yl]-N-[(2,2,2-trifluoroethylamino)-ethyl]-thiazole-4-carboxamide ClC=1C=C(C=C(C1)Cl)C1(CC(=NO1)C=1SC=C(N1)C(=O)NCCNCC(F)(F)F)C(F)(F)F